N1CCCCC12CCCCC2 azaspiro[5.5]undecan